Cl.ClC1=C(C=C(C=C1)N1CC(C2=NC(=CC=C21)C(=O)N2CC(CCC2)N(C2=NC=C(C(=O)O)C=C2)C)(C)C)F 6-((1-(1-(4-chloro-3-fluorophenyl)-3,3-dimethyl-2,3-dihydro-1H-pyrrolo[3,2-b]pyridine-5-carbonyl)piperidin-3-yl)(methyl)amino)nicotinic acid hydrochloride